O1COCC2=C1C=CC(=C2)C(C2=CC1=C(OCOC1)C=C2)NC2CCN(CC2)C(=O)OC(C)(C)C tert-Butyl 4-((bis(4H-benzo[d][1,3]dioxin-6-yl)methyl)amino)piperidine-1-carboxylate